4-(4-chlorophenyl)-2-(pyridin-3-yl)-6-(4-(o-tolyl)piperazin-1-yl)pyrimidine ClC1=CC=C(C=C1)C1=NC(=NC(=C1)N1CCN(CC1)C1=C(C=CC=C1)C)C=1C=NC=CC1